N-[2-(benzyloxy)-5-(2-bromo-1-hydroxyethyl)phenyl]acetamide t-butyl-(1S,2S,5R)-3-benzyl-2-((R)-2,2-difluoro-1-hydroxyethyl)-3,8-diazabicyclo[3.2.1]octane-8-carboxylate C(C)(C)(C)OC(=O)N1[C@@H]2[C@H](N(C[C@H]1CC2)CC2=CC=CC=C2)[C@H](C(F)F)O.C(C2=CC=CC=C2)OC2=C(C=C(C=C2)C(CBr)O)NC(C)=O